((4S,5S)-5-(2-aminophenyl)-2,2-dimethyl-1,3-dioxolan-4-yl)methyl sulfamate S(N)(OC[C@@H]1OC(O[C@H]1C1=C(C=CC=C1)N)(C)C)(=O)=O